tert-butyl 3,4-bis(hydroxymethyl)pyrrolidine-1-carboxylate OCC1CN(CC1CO)C(=O)OC(C)(C)C